FC1(CCC(CC1)(C(=O)O)C1=CC(=C(C=C1)OC([2H])([2H])[2H])F)F 4,4-Difluoro-1-{3-fluoro-4-[(2H3)methyloxy]phenyl}cyclohexanecarboxylic acid